NC=1C(=NN(C1)CCCCCCCNC(OC(C)(C)C)=O)OC tert-butyl N-[7-(4-amino-3-methoxy-pyrazol-1-yl)heptyl]carbamate